CC1=NN2C(C(NC3=CC=CC=C23)=O)=C1Cl 2-methyl-3-chloropyrazolo[1,5-a]quinoxalin-4(5H)-one